O=C(CCC(=O)O)C=O 4,5-DIOXOVALERIC ACID